C[C@H]1CC[C@@H](N(C1)C(C(=O)NC=1C2=C(C=NC1)C=NN2)=O)C=2C=CC1=C(N=C(S1)[C@@H]1CN(CC1)C)C2 2-[(2R,5S)-5-methyl-2-[2-[(3S)-1-methylpyrrolidin-3-yl]-1,3-benzothiazol-5-yl]-1-piperidyl]-2-oxo-N-(1H-pyrazolo[4,3-c]pyridin-7-yl)acetamide